FC(C(=O)O)(F)F.O1CCN(CC1)C1=CC(=C(C=C1)NC(=O)C=1C=NN2C1N=C(C=C2)NC2CCNCC2)C(F)(F)F N-(4-morpholino-2-(trifluoromethyl)phenyl)-5-(piperidin-4-ylamino)pyrazolo[1,5-a]pyrimidine-3-carboxamide trifluoroacetate salt